(6-(4-(5-fluoro-2-hydroxyphenyl)piperidin-1-yl)-2-azaspiro[3.4]octan-2-yl)(1-fluorocyclopropyl)methanone FC=1C=CC(=C(C1)C1CCN(CC1)C1CC2(CN(C2)C(=O)C2(CC2)F)CC1)O